C(C)OC(=O)C=1N=C2N(C=C(N=C2)C2CCNCC2)C1 6-(piperidin-4-yl)imidazo[1,2-a]pyrazine-2-carboxylic acid ethyl ester